1-(1-(6-ethoxy-5-methoxypyridin-2-yl)-2-(methylsulfonyl)ethyl)-5-(2-(trifluoromethyl)phenyl)-1H-benzo[d]imidazol-2(3H)-one C(C)OC1=C(C=CC(=N1)C(CS(=O)(=O)C)N1C(NC2=C1C=CC(=C2)C2=C(C=CC=C2)C(F)(F)F)=O)OC